N[C@@H]1CN(CCC1)CC=1C=C(C=C(C1)N1C=NC(=C1)C)NC(=O)C1=NC(=CN=C1)C1=CC=CC=C1 N-(3-{[(3S)-3-aminopiperidin-1-yl]methyl}-5-(4-methyl-1H-imidazol-1-yl)phenyl)-6-phenylpyrazine-2-carboxamide